ClC=1C=C(CC=2C=CC(=NC2)C(NC2=CN(C(C=C2)=O)C)=N)C=CC1 5-(3-chlorobenzyl)-N-(1-methyl-6-oxo-1,6-dihydropyridin-3-yl)picolinamide IMID